4-fluoro-4-[2-[1-(2-fluoro-4-nitro-phenyl)-4-piperidinyl]ethyl]piperidine-1-carboxylic acid benzyl ester C(C1=CC=CC=C1)OC(=O)N1CCC(CC1)(CCC1CCN(CC1)C1=C(C=C(C=C1)[N+](=O)[O-])F)F